methyl 3-(4-(3-fluoro-4-hydroxy-5-methoxybenzylidene)-1-methyl-5-oxo-4,5-dihydro-1H-imidazol-2-yl)acrylate FC=1C=C(C=C2N=C(N(C2=O)C)C=CC(=O)OC)C=C(C1O)OC